N-(2-(2-morpholinoethoxy)-5-(4-(4-((6-(trifluoromethyl)pyridazin-3-yl)oxy)phenyl)piperidine-1-carbonyl)phenyl)-1-phenylmethanesulfonamide O1CCN(CC1)CCOC1=C(C=C(C=C1)C(=O)N1CCC(CC1)C1=CC=C(C=C1)OC=1N=NC(=CC1)C(F)(F)F)NS(=O)(=O)CC1=CC=CC=C1